dimethylsilyl-(2-methyl-4-phenylindene) C[SiH](C)C1C(=CC2=C(C=CC=C12)C1=CC=CC=C1)C